4-Methyltetrahydro-2H-thiopyran-3-ylsulfamic acid sodium salt [Na+].CC1C(CSCC1)NS([O-])(=O)=O